C(C)(C)(C)OC(=O)N[C@H](C(=O)N1C[C@@H]2[C@@H]3CC4([C@H]([C@@H]2[C@H]1C(=O)O)C3)CC4)C(C)(C)C (1'S,2'r,5'S,6'S,7'S)-4'-[(2S)-2-[(tert-butoxycarbonyl)amino]-3,3-dimethylbutyryl]-4'-azaspiro[cyclopropane-1,8'-tricyclo[5.2.1.0{2,6}]decane]-5'-carboxylic acid